The molecule is a hydrochloride obtained by combining triethanolamine with one equivalent of hydrogen chloride. It has a role as a surfactant. It contains a triethanolammonium. C(CO)N(CCO)CCO.Cl